FC(S(=O)(=O)OC1=CC(=C(C(=C1)O[Si](C)(C)C)[C@H]1[C@@H](CCC(=C1)C)C(=C([2H])[2H])C([2H])([2H])[2H])O[Si](C)(C)C)(F)F (1'R,2'R)-5'-methyl-2'-(prop-1-en-2-yl-d5)-2,6-bis((trimethylsilyl) oxy)-1',2',3',4'-tetrahydro-[1,1'-biphenyl]-4-yl trifluoromethanesulfonate